P(=O)(OCC1=CC(=C(C(=C1)C(C)(C)C)OCC)C(C)(C)C)(OCC1=CC(=C(C(=C1)C(C)(C)C)OCC)C(C)(C)C)[O-].[Ca+2].C(C)OC1=C(C=C(COP(=O)(OCC2=CC(=C(C(=C2)C(C)(C)C)OCC)C(C)(C)C)[O-])C=C1C(C)(C)C)C(C)(C)C calcium bis(O-ethyl (3,5-di-tert-butyl-4-hydroxybenzyl)) phosphate